N=1SC=C2C1SC=C2 thieno[2,3-c]isothiazole